pentaaminyl-ketovaleric acid NCC(C(C(C(=O)O)=O)(N)N)(N)N